S1C=NC(=C1)C=1C(=NC=CC1)N1CCN(CC1)[C@H]1CC2(CN(C2)C(=O)OCC)CC1 Ethyl (6R)-6-{4-[3-(1,3-thiazol-4-yl)pyridin-2-yl]piperazin-1-yl}-2-azaspiro[3.4]octane-2-carboxylate